FC1=CC=C(OC2=CC(=NC=C2)C(=O)N[C@@H]2C(N(C3=C(OC2)C=CC(=C3)C#CC3(CCNCC3)O)C)=O)C=C1 (S)-4-(4-fluorophenoxy)-N-(7-((4-hydroxypiperidin-4-yl)ethynyl)-5-methyl-4-oxo-2,3,4,5-tetrahydrobenzo[b][1,4]oxazepin-3-yl)picolinamide